BrC1=CC2=C(N=C(S2)C23CC(C2)(C3)NC(=O)C3=NOC(=N3)C3(CC3)S(=O)(=O)C)C=C1 N-[3-(6-bromo-1,3-benzothiazol-2-yl)-1-bicyclo[1.1.1]pentanyl]-5-(1-methylsulfonylcyclopropyl)-1,2,4-oxadiazole-3-carboxamide